tert-butyl 4-(4-((4-([1,2,4]triazolo[1,5-a]pyridin-7-yloxy)-3-methylphenyl)amino)-5-methoxyquinazolin-6-yl)-3,6-dihydropyridine-1(2H)-carboxylate N=1C=NN2C1C=C(C=C2)OC2=C(C=C(C=C2)NC2=NC=NC1=CC=C(C(=C21)OC)C=2CCN(CC2)C(=O)OC(C)(C)C)C